1-(1-(5-bromopyridin-2-yl)piperidin-4-yl)-4-methylpiperazine BrC=1C=CC(=NC1)N1CCC(CC1)N1CCN(CC1)C